FC(C1=NC(=NO1)C1=CC=C(C=C1)CN1N=CC=C1)(F)F 1-[[4-[5-(Trifluoromethyl)-1,2,4-oxadiazol-3-yl]phenyl]methyl]pyrazol